C1(CC1)C1=CC(=C(C(=C1)C)O)C 4-cyclopropyl-2,6-dimethylphenol